BrC=1C=C2N(C(C=3N(C2N(C)C)C=C(C3)Br)N(C)C)C1 2,7-dibromo-N5,N5,N10,N10-tetramethyl-5H,10H-dipyrrolo[1,2-a:1',2'-d]pyrazine-5,10-diamine